The molecule is a 3-hydroxy fatty acid anion resulting from the deprotonation of the carboxy group of (S)-3-hydroxypentanoic acid. The major species at pH 7.3. It is a short-chain fatty acid anion and a 3-hydroxy fatty acid anion. It is a conjugate base of a (S)-3-hydroxypentanoic acid. It is an enantiomer of a (R)-3-hydroxypentanoate. CC[C@@H](CC(=O)[O-])O